COC1=NC(=NC(=C1)OC)NC(=O)NS(=O)(=O)C=1C(=NC=CC1)C(C(C)F)C(C(=O)[O-])OC 1-[3-[[[[(4,6-dimethoxy-2-pyrimidinyl)-amino] carbonyl] amino] sulfonyl]-2-pyridyl]-2-fluoropropylmethoxyacetate